N-(2-(((3-(4-Methylpiperazin-1-yl)propyl)amino)methyl)quinolin-8-yl)-4-(trifluoromethyl)benzenesulfonamide di-trifluoroacetate FC(C(=O)O)(F)F.FC(C(=O)O)(F)F.CN1CCN(CC1)CCCNCC1=NC2=C(C=CC=C2C=C1)NS(=O)(=O)C1=CC=C(C=C1)C(F)(F)F